di(2-octyl) phosphate P(=O)(OC(C)CCCCCC)(OC(C)CCCCCC)[O-]